1,3-bis[3,5-di(pyridin-3-yl)phenyl]benzene tert-butyl-6-((2-methoxy-[1,1'-biphenyl]-3-yl)methyl)-7-(methylsulfonamido)-5-azaspiro[2.4]heptane-5-carboxylate C(C)(C)(C)OC(=O)N1CC2(CC2)C(C1CC=1C(=C(C=CC1)C1=CC=CC=C1)OC)NS(=O)(=O)C.N1=CC(=CC=C1)C=1C=C(C=C(C1)C=1C=NC=CC1)C1=CC(=CC=C1)C1=CC(=CC(=C1)C=1C=NC=CC1)C=1C=NC=CC1